methyl 4-(((2'-(4-(2-formyl-1H-indol-1-yl) butyl)-[1,1'-biphenyl]-3-yl) methyl) amino)-3-methoxy-5-nitrobenzoate C(=O)C=1N(C2=CC=CC=C2C1)CCCCC1=C(C=CC=C1)C1=CC(=CC=C1)CNC1=C(C=C(C(=O)OC)C=C1[N+](=O)[O-])OC